C(\C=C\C(=O)[O-])(=O)[O-].[Ni+2] nickel Fumarate